C1(=CC=CC=C1)C=1C=COC1 4-phenyl-furan